(Z)-N-(4-methoxystyryl)-N-(p-tolyl)methanesulfonamide COC1=CC=C(\C=C/N(S(=O)(=O)C)C2=CC=C(C=C2)C)C=C1